n-butyl-4,4-bis(t-butyl-peroxy)valerate C(CCC)OC(CCC(C)(OOC(C)(C)C)OOC(C)(C)C)=O